CN1CCN(CC1)C1=CC=C(C=N1)C=1N=CC=2N(C1)C(=CN2)C2=CC=C(C=C2)OC2=CC=CC=C2 6-[6-(4-methylpiperazin-1-yl)-3-pyridyl]-3-(4-phenoxyphenyl)imidazo[1,2-a]pyrazine